CC1=C(C=CC(=C1)N)C1=C(C=C(C=C1)N)C 2,2'-dimethyl-biphenyl-4,4'-diamine